C(C)(C)(C)OC(=O)N1CC(C1)C(O)C=1C(=NC=CC1I)F 3-[(2-fluoro-4-iodo-3-pyridinyl)-hydroxy-methyl]azetidine-1-carboxylic acid tert-butyl ester